N-(6-aminohexyl)-2-chloro-4-((3-(1-(2,2-difluoroethyl)-3-(trifluoromethyl)-1H-pyrazol-4-yl)imidazo[1,2-a]pyrazin-8-yl)amino)benzamide NCCCCCCNC(C1=C(C=C(C=C1)NC=1C=2N(C=CN1)C(=CN2)C=2C(=NN(C2)CC(F)F)C(F)(F)F)Cl)=O